(P)-3-cyano-4-(3-hydroxy-2,6-dimethylphenyl)-1-(2,2,2-trifluoroethyl)-1H-pyrrolo[2,3-b]pyridine-6-carboxamide C(#N)C1=CN(C2=NC(=CC(=C21)C2=C(C(=CC=C2C)O)C)C(=O)N)CC(F)(F)F